Cl.FC1=C(C=CC=C1)C1=CC(=CN1S(=O)(=O)C=1C=NC=C(C1)SC)CNC 1-(5-(2-fluorophenyl)-1-((5-(methylthio)pyridin-3-yl)sulfonyl)-1H-pyrrol-3-yl)-N-methyl-methylamine hydrochloride